C[C@H]1CN(CCN1C)C(=O)O[C@H]1/C=C/[C@H]([C@@H](OC(C[C@H](CC[C@@H]1C)O)=O)/C(=C/C1=CC(=CC(=C1)N1CCOCC1)F)/C)C [(2R,3R,4E,6R,7S,10S)-2-[(E)-1-(3-fluoro-5-morpholin-4-ylphenyl)prop-1-en-2-yl]-10-hydroxy-3,7-dimethyl-12-oxo-1-oxacyclododec-4-en-6-yl] (3S)-3,4-dimethylpiperazine-1-carboxylate